4-fluoro-8-(2-(pyridin-4-yl)pyrido[3,4-d]pyrimidin-4-yl)-2,8-diazaspiro[4.5]decane-2-carboxylic acid (R)-tert-butyl ester C(C)(C)(C)OC(=O)N1CC2(C(C1)F)CCN(CC2)C=2C1=C(N=C(N2)C2=CC=NC=C2)C=NC=C1